N(=C=O)[N] isocyanatonitrogen